C(C)(C)(C)OC(N[C@@H]1CC[C@H](CC1)OC1=C2C=NN(C2=CC(=C1)C1=CC=C(C=C1)O)C1OCCCC1)=O trans-N-[4-[6-(4-hydroxyphenyl)-1-tetrahydropyran-2-yl-indazol-4-yl]oxycyclohexyl]carbamic acid tert-butyl ester